S(=O)(=O)(O)[Te]S(=O)(=O)O.[Zn].[Hg] mercury zinc sulfotelluride